(2S)-3-[3-[[[3-[(2S)-2-Carboxy-2-[(3R)-pyrrolidin-3-yl]ethyl]phenyl]methylamino]methyl]phenyl]-2-[(3R)-pyrrolidin-3-yl]propanoic acid C(=O)(O)[C@@H](CC=1C=C(C=CC1)CNCC=1C=C(C=CC1)C[C@H](C(=O)O)[C@@H]1CNCC1)[C@@H]1CNCC1